(S)-N-(3-(4,4,5,5-tetramethyl-1,3,2-dioxaborolan-2-yl)-1-(4-(trifluoromethoxy)phenyl)propyl)pivaloamide CC1(OB(OC1(C)C)CC[C@@H](C1=CC=C(C=C1)OC(F)(F)F)NC(C(C)(C)C)=O)C